N-(4-(4-(6-((3R,4R)-3,4-difluoropyrrolidin-1-yl)-4-methylpyridin-2-yl)-1H-1,2,3-triazol-1-yl)-3-(6-azaspiro[2.5]octan-6-yl)phenyl)-2-hydroxyethane-1-sulfonamide F[C@@H]1CN(C[C@H]1F)C1=CC(=CC(=N1)C=1N=NN(C1)C1=C(C=C(C=C1)NS(=O)(=O)CCO)N1CCC2(CC2)CC1)C